Methyl (((3R,8S*)-2-((3-cyano-4-fluorophenyl)carbamoyl)-11,11-difluoro-3-methyl-2,3,4,7,8,9,10,11-octahydro-1H-pyrido[4',3':3,4]pyrazolo[1,5-a]azepin-8-yl)methyl)carbamate C(#N)C=1C=C(C=CC1F)NC(=O)N1CC=2C(=NN3C2C(CC[C@H](C3)CNC(OC)=O)(F)F)C[C@H]1C |o1:22|